3-(3,5-Diacetyl-2,6-dimethyl-1,4-dihydropyridin-4-yl)benzo[b]thiophen C(C)(=O)C1=C(NC(=C(C1C=1C2=C(SC1)C=CC=C2)C(C)=O)C)C